N1(N=CC=C1)C(C(=O)O)=C 2-(1H-Pyrazol-1-yl)acrylic acid